BrCCOC1=CSC=C1 3-(2-bromoethoxy)thiophene